bromo-2,4,5'-trifluoro-biphenyl BrC=1C(=C(C=CC1F)C1=CC=CC(=C1)F)F